N,N'-di-sec-butylphenylenediamine C(C)(CC)NC1=C(C=CC=C1)NC(C)CC